FC1=CC=C(CC2=CC3=C(OCC(N3)C)N=C2)C=C1 7-(4-fluorobenzyl)-2-methyl-2,3-dihydro-1H-pyrido[2,3-b][1,4]oxazine